C(=O)O.N1=CC=CC(=C1)C#N pyridine-5-carbonitrile formate